1,3-difluoro-5-(hex-5-en-1-yloxy)benzene FC1=CC(=CC(=C1)OCCCCC=C)F